FC(CNC1=CC(=NC(=N1)N1C=NC=C1)C(=O)N1C[C@H]([C@@H](CC1)N1CC2=CC=CC=C2CC1)O)F trans-1-(6-((2,2-difluoroethyl)amino)-2-(1H-imidazol-1-yl)pyrimidin-4-yl)(4-(3,4-dihydroisoquinolin-2(1H)-yl)-3-hydroxypiperidin-1-yl)methanone